ClC1=C(C(=O)N[C@H](C(=O)O)CC2=C3C=CC=NC3=C(C=C2)C2=NC(=CC=C2C(F)(F)F)OC)C(=CC=C1)Cl (S)-2-(2,6-dichlorobenzoylamino)-3-(8-(6-methoxy-3-(trifluoromethyl)pyridin-2-yl)quinolin-5-yl)propionic acid